(1R,3aS,6aR)-N-((R)-1-cyano-2-((R)-2-oxopiperidin-3-yl)ethyl)-2-(4-(difluoromethyl)-6-fluoro-1H-indole-2-carbonyl)-5,5-difluorooctahydrocyclopenta[c]pyrrole-1-carboxamide C(#N)[C@@H](C[C@@H]1C(NCCC1)=O)NC(=O)[C@@H]1N(C[C@@H]2[C@H]1CC(C2)(F)F)C(=O)C=2NC1=CC(=CC(=C1C2)C(F)F)F